NC(C)(C)C1=NC(=CC2=C1CN(C2=O)C2=NC(=CC=C2)C2=NN=C(N2CC)C)N2[C@@H](CCC2)C 4-(2-aminopropan-2-yl)-2-[6-(4-ethyl-5-methyl-4H-1,2,4-triazol-3-yl)pyridin-2-yl]-6-[(2R)-2-methylpyrrolidin-1-yl]-2,3-dihydro-1H-pyrrolo[3,4-c]pyridin-1-one